isobutyl-amide C(C(C)C)[NH-]